OCCNC(=O)C=1C(=NN(C1\C=C\C1=CC=CC=C1)C1=CC=CC=C1)C1=CC=CC=C1 (E)-N-(2-hydroxyethyl)-1,3-diphenyl-5-styryl-1H-pyrazole-4-carboxamide